5-chloro-N-((2S)-3-(2-chlorophenyl)-1-hydroxy-1-(2-oxo-1,2-dihydropyridin-4-yl)propan-2-yl)-1H-indole-2-carboxamide ClC=1C=C2C=C(NC2=CC1)C(=O)N[C@H](C(C1=CC(NC=C1)=O)O)CC1=C(C=CC=C1)Cl